1-((2R,3R,4S,5R)-3,4-didecanoyloxy-5-(decanoyloxymethyl)tetrahydrofuran-2-yl)-3-carbamoylpyridine-1-ium chloride [Cl-].C(CCCCCCCCC)(=O)O[C@H]1[C@@H](O[C@@H]([C@@H]1OC(CCCCCCCCC)=O)COC(CCCCCCCCC)=O)[N+]1=CC(=CC=C1)C(N)=O